C1N(CCC2=CC=CC=C12)C[C@H](CN1CCOC2=C(C1=O)C=CC(=C2)C(=O)N2CCC(CC2)F)O 4-[(2R)-3-(3,4-dihydro-1H-isoquinolin-2-yl)-2-hydroxy-propyl]-8-(4-fluoropiperidine-1-carbonyl)-2,3-dihydro-1,4-benzoxazepine-5-one